CN1C(OCC2=C1N=C(N=C2)SC)=O 1-methyl-7-methylsulfanyl-4H-pyrimido[4,5-d][1,3]oxazin-2-one